IC1=C(C=CC=C1)N(C(OC(C)(C)C)=O)[C@H](C)C1=CC=CC=C1 Tert-butyl (R)-(2-iodophenyl)(1-phenylethyl)carbamate